5-amino-4-hydroxy-3-((4-nitrophenyl)diazenyl)-7-sulfonatonaphthalene NC1=C2C(=C(C=CC2=CC(=C1)S(=O)(=O)[O-])N=NC1=CC=C(C=C1)[N+](=O)[O-])O